COC(=O)C=1C=NC(=CC1)C(NC)=O 6-(methylcarbamoyl)pyridine-3-carboxylic acid methyl ester